5-chloro-2-{4-(phenanthren-9-yl)phenyl}pyridine ClC=1C=CC(=NC1)C1=CC=C(C=C1)C=1C2=CC=CC=C2C=2C=CC=CC2C1